C1(CC1)CCN(C1=C2CN(C(C2=CC=C1)=O)C1C(NC(CC1)=O)=O)C1CCC(CC1)NC(C)CC(F)(F)F 3-(4-((2-cyclopropylethyl)((1r,4r)-4-((4,4,4-trifluorobutan-2-yl)amino)cyclohexyl)amino)-1-oxoisoindolin-2-yl)piperidine-2,6-dione